N-(9Z-octadecenoyl)-taurine CCCCCCCC/C=C\CCCCCCCC(=O)NCCS(=O)(=O)O